[4-[(E)-3-[4-(Dimethylamino)phenyl]prop-2-enoyl]-3-hydroxyphenyl] morpholine-4-carboxylate N1(CCOCC1)C(=O)OC1=CC(=C(C=C1)C(\C=C\C1=CC=C(C=C1)N(C)C)=O)O